5-((1S)-1-(8-acetyl-6-chloro-1,1-dioxidobenzo[e][1,4,3]oxathiazin-2(3H)-yl)-2-(6-fluoro-2,3-dimethylphenyl)propyl)-1,3,4-oxadiazol-2(3H)-one C(C)(=O)C1=CC(=CC2=C1S(N(CO2)[C@@H](C(C)C2=C(C(=CC=C2F)C)C)C2=NNC(O2)=O)(=O)=O)Cl